N=1N(N=CC1)C1=CC=C(C=N1)CN1C(C(N(C=C1)C1CCC1)=O)=O 1-((6-(2H-1,2,3-triazol-2-yl)pyridin-3-yl)methyl)-4-cyclobutyl-1,4-dihydropyrazine-2,3-dione